C1(=CC=CC=C1)[B-](C1=C(C(=C(C(=C1F)F)F)F)F)(C1=C(C(=C(C(=C1F)F)F)F)F)C1=C(C(=C(C(=C1F)F)F)F)F.OC1=CC=C(C=C1)C[SH+]CC1=CC=CC2=CC=CC=C12 4-hydroxyphenylmethyl-1-naphthylmethyl-sulfonium phenyltris(pentafluorophenyl)borate